Cl.N[C@H](C(=O)N=[S@](C1=CC=CC=C1)(=O)N)CC(C)C (S)-2-amino-N-((R)-amino(oxo)(phenyl)-λ6-sulfanylidene)-4-methylpentanamide hydrochloride